[(2-iodothien-3-yl)methyl]adenosine IC=1SC=CC1C[C@@]1([C@H](O)[C@H](O)[C@@H](CO)O1)N1C=NC=2C(N)=NC=NC12